[Si](C)(C)(C(C)(C)C)OCCC1=CN(C=2N=CN=C(C21)Cl)[C@H]2[C@@H]([C@@H]([C@H](O2)[C@@H](C2=CC(=C(C=C2)Cl)Cl)OC(C2=CC=C(C=C2)C2=CC=CC=C2)=O)O)O [(R)-[(2S,3S,4R,5R)-5-[5-[2-[tert-butyl(dimethyl)silyl]oxyethyl]-4-chloro-pyrrolo[2,3-d]pyrimidin-7-yl]-3,4-dihydroxy-tetrahydrofuran-2-yl]-(3,4-dichlorophenyl)methyl]4-phenylbenzoate